C(C1=CC=CC=C1)OC=1C=C2C=CC(=CC2=C(C1N1S(NC(C1)=O)(=O)=O)F)OCC(=O)N1CCC(CC1)C1CCN(CC1)C1=CC2=C(N(C(N2C)=O)C2C(NC(CC2)=O)=O)C=C1 3-[5-[4-[1-[2-[[6-benzyloxy-8-fluoro-7-(1,1,4-trioxo-1,2,5-thiadiazolidin-2-yl)-2-naphthyl]oxy]acetyl]-4-piperidyl]-1-piperidyl]-3-methyl-2-oxo-benzimidazol-1-yl]piperidine-2,6-dione